4-(2,4-dihydroxyphenyl)-N-[2-(4-hydroxyphenyl)ethyl]pentanamide OC1=C(C=CC(=C1)O)C(CCC(=O)NCCC1=CC=C(C=C1)O)C